N-hexylformylformamide C(CCCCC)C(=O)NC=O